Ethyl (E)-3-oxo-1-phenyl-2,8,12-trioxa-4-azahexadec-14-en-16-oate O=C(OCC1=CC=CC=C1)NCCCOCCCOC\C=C\C(=O)OCC